COC1=C(C(=NC=C1C)CS(=O)C1=NC2=C(N1)C=CC(=C2)OC(CC(C)(C)C)=O)C 3,3-dimethylbutyric acid 2-(((4-methoxy-3,5-dimethylpyridin-2-yl) methyl) sulfinyl)-1H-benzo[d]imidazol-5-yl ester